3-(6-bromo-2-oxonaphtho[1,8-de][1,3]oxazin-3(2H)-yl)piperidine-2,6-dione BrC=1C=CC=2N(C(OC=3C2C1C=CC3)=O)C3C(NC(CC3)=O)=O